3-(1-tert-butoxycarbonylindol-3-yl)propionic acid C(C)(C)(C)OC(=O)N1C=C(C2=CC=CC=C12)CCC(=O)O